FC1=CC=C(C=C1)[C@H]([C@H]1[C@@H]2N(C(C=3N1N=CC(C3O)=O)=O)CCC2)C=2C=C(C=CC2)C (9aR,10S)-10-((S)-(4-fluorophenyl)(m-tolyl)methyl)-4-hydroxy-8,9,9a,10-tetrahydro-7H-pyrrolo[1',2':4,5]pyrazino[1,2-b]pyridazine-3,5-dione